cis-3-(2,4-difluorophenyl)-7-((tetrahydro-2H-pyran-2-yl)oxy)chroman FC1=C(C=CC(=C1)F)C1COC2=CC(=CC=C2C1)OC1OCCCC1